ClC=1C(=NC=C(C1)Cl)C1=NN=C(O1)C1CCN(CC1)C(=O)C1=CC=C(C=C1)[C@@]1(C(NC(N1)=O)=O)C(C)C (R)-5-(4-{4-[5-(3,5-dichloropyridin-2-yl)[1,3,4]oxadiazol-2-yl]piperidine-1-carbonyl}phenyl)-5-isopropylimidazolidine-2,4-dione